5-chloro-2-(4-((4,4-dimethyltetrahydrofuran-3-yl)amino)pyrido[3,4-d]pyridazin-1-yl)benzene ClC=1C=CC(=CC1)C1=C2C(=C(N=N1)NC1COCC1(C)C)C=NC=C2